F[C@@H]1[C@@H](C1)C(=O)NC=1N=C2N(C=C(N=C2)C2=C3C=NNC3=C(C(=C2)F)C(C)C)C1 (1S,2S)-2-fluoro-N-(6-(6-fluoro-7-isopropyl-1H-indazol-4-yl)imidazo[1,2-a]pyrazin-2-yl)cyclopropane-1-carboxamide